5-((5-chlorofuran-2-yl)methylene)-1-(3-bromophenyl)-2-thioxodihydropyrimidine-4,6(1H,5H)-dione ClC1=CC=C(O1)C=C1C(NC(N(C1=O)C1=CC(=CC=C1)Br)=S)=O